Cl.CC1(C(CNC1)O)C 4,4-dimethylpyrrolidin-3-ol hydrochloride